P(OCC)(OC1=C(C=C(C=C1C(C)(C)C)C(C)(C)C)C(C)(C)C)OC1=C(C=C(C=C1C(C)(C)C)C(C)(C)C)C(C)(C)C ethyl bis(2,4,6-tritert-butylphenyl) phosphite